5-[4-(ethylsulfinylmethyl)piperidine-1-carbonyl]-6-(trifluoromethyl)-2-[[4-(trifluoromethyl)phenyl]methoxy]pyridine C(C)S(=O)CC1CCN(CC1)C(=O)C=1C=CC(=NC1C(F)(F)F)OCC1=CC=C(C=C1)C(F)(F)F